O1C(OCC1)C1=C(COP2(OC[C@@H]3[C@@H](O2)C[C@@H](O3)N3C(NC(C(=C3)F)=O)=O)=O)C=CC=C1 1-((4AR,6R,7aS)-2-((2-(1,3-dioxolan-2-yl)benzyl)oxy)-2-oxotetrahydro-4H-furo[3,2-d][1,3,2]dioxaphosphorin-6-yl)-5-fluoropyrimidine-2,4(1H,3H)-dione